1-(3-methoxyisoquinolin-5-yl)cyclopropanamine COC=1N=CC2=CC=CC(=C2C1)C1(CC1)N